3-hydroxy-3-phenyl-isoindolin-1-one OC1(NC(C2=CC=CC=C12)=O)C1=CC=CC=C1